O1N=CC=C1C1=NN=C(O1)NC(CC)=O N-(5-isoxazole-5-yl-1,3,4-oxadiazole-2-yl)propanamide